trans-benzyl (3-fluoro-4-(1-((4-(hydroxymethyl)cyclohexyl)methyl)piperidin-4-yl)phenyl)carbamate FC=1C=C(C=CC1C1CCN(CC1)C[C@@H]1CC[C@H](CC1)CO)NC(OCC1=CC=CC=C1)=O